C(C)(C)(C)OC(=O)NC(C(=O)ON1C(CCC1=O)=O)CNC(=O)OC(C)(C)C 2,5-dioxopyrrolidin-1-yl 2,3-bis((tert-butoxycarbonyl)amino)propanoate